COC(=O)C1CC([C@@H](C1)N=C(C1=CC=CC=C1)C1=CC=CC=C1)(F)F (4R)-4-((diphenylmethylene)amino)-3,3-difluorocyclopentane-1-carboxylic acid methyl ester